2,2,5-trimethyl-5-pentylcyclopentan-one CC1(C(C(CC1)(CCCCC)C)=O)C